C(C1=CC=CC=C1)C1(C[C@@H]2[C@@H](CN(C2)CC(=O)C2=CC=C(C=C2)C2=C(C=CC=C2)C)C1)O 2-((3aR,5r,6aS)-5-benzyl-5-hydroxyhexahydrocyclopenta[c]pyrrol-2(1H)-yl)-1-(2'-methyl-[1,1'-biphenyl]-4-yl)ethanone